CS(=O)(=O)N1CC(CCC1)O 1-(methanesulfonyl)piperidin-3-ol